N,N'-bis(3-(3,5-di-tert-butyl-4-hydroxyphenyl)propionyl)hexamethylenediamine C(C)(C)(C)C=1C=C(C=C(C1O)C(C)(C)C)CCC(=O)NCCCCCCNC(CCC1=CC(=C(C(=C1)C(C)(C)C)O)C(C)(C)C)=O